C1(CCCCC1)C=1N=CC(=NC1)CNC1=C(C=C2C=NN(C2=C1)C(C1=CC=CC=C1)(C1=CC=CC=C1)C1=CC=CC=C1)F N-((5-cyclohexylpyrazin-2-yl)methyl)-5-fluoro-1-trityl-1H-indazol-6-amine